OC12CC3(CC(CC(C1)C3)C2)NC2=N\C(\C(N2C)=O)=C/C=2C=C3C=NN(C3=CC2)C (5Z)-2-[(3-Hydroxy-1-adamantyl)amino]-3-methyl-5-[(1-methylindazol-5-yl)methylene]imidazol-4-one